Cl.NC(C(=O)N1CCN(CC1)C(=O)NC1=NC(N(C=C1)C1=CC=C(C=C1)CN1CCC(CCC1)(C)N)=O)(C)C 4-(2-Amino-2-methylpropanoyl)-N-(1-{4-[(4-amino-4-methylazepan-1-yl)methyl]phenyl}-2-oxo-1,2-dihydropyrimidin-4-yl)piperazine-1-carboxamide hydrochloride salt